N2-ethyl-4-ethylsulfanyl-5-[3-methyl-6-(trifluoromethyl)imidazo[4,5-b]pyridin-2-yl]benzene-1,2-diamine C(C)NC=1C(=CC(=C(C1)SCC)C1=NC=2C(=NC=C(C2)C(F)(F)F)N1C)N